Cl.C12CC(CC(CC1)N2)O 8-azabicyclo[3.2.1]octan-3-ol HCl